antimony-gold sulfide [Au]=S.[Sb]